(((5-Chloropyridin-3-yl)methyl)amino)-6-(3,5-dimethylisoxazol-4-yl)-N-((1-methyl-1H-imidazol-5-yl)methyl)quinazoline-2-carboxamide ClC=1C=C(C=NC1)CNC1=NC(=NC2=CC=C(C=C12)C=1C(=NOC1C)C)C(=O)NCC1=CN=CN1C